FC=1C=C(C(=NC1)OC)C1N(CCC1)C1=NN2C(N=CC=C2)=C1[N+](=O)[O-] (2-(5-fluoro-2-methoxypyridin-3-yl)pyrrolidin-1-yl)-3-nitropyrazolo[1,5-a]pyrimidine